C(CCC=C)N1CN=C2C=CC=CC2=C1 3-(4-pentenyl)quinazoline